COC(C1CCN(CC1)C1=C2C=CN(C2=CC=C1)C1C(NC(CC1)=O)=O)OC 3-{4-[4-(dimethoxymethyl)piperidin-1-yl]indol-1-yl}piperidine-2,6-dione